4-amino-3,3-dimethylbutylmethoxysilane NCC(CC[SiH2]OC)(C)C